perfluoro-2-methylpentan-3-one FC(C(C(C(C(F)(F)F)(F)F)=O)(C(F)(F)F)F)(F)F